CC1(CCC=2C(\C(\C3=CC=CC=C3C2C1)=N/[C@@H](C)C(=O)O)=O)C N-[(9Z)-3,3-dimethyl-10-oxo-1,2,3,4,9,10-hexahydrophenanthrene-9-ylidene]-L-alanine